1-(1-carboxy-1-methylethyl)-4-[3-(methoxy)phenylthiomethyl]-1H-1,2,3-triazole C(=O)(O)C(C)(C)N1N=NC(=C1)CSC1=CC(=CC=C1)OC